[(3S)-pyrrolidin-3-yl] 1-[4-[[4-[[2-(6-methyl-2-pyridyl)pyrimidin-4-yl]amino]pyrimidin-2-yl]amino]phenyl]piperidine-3-carboxylate CC1=CC=CC(=N1)C1=NC=CC(=N1)NC1=NC(=NC=C1)NC1=CC=C(C=C1)N1CC(CCC1)C(=O)O[C@@H]1CNCC1